1-(3-fluoropropyl)-N-[4-[(1S,3R)-3-methyl-2-methylsulfonyl-1,3,4,9-tetrahydropyrido[3,4-b]indol-1-yl]phenyl]azetidin-3-amine FCCCN1CC(C1)NC1=CC=C(C=C1)[C@@H]1N([C@@H](CC2=C1NC1=CC=CC=C21)C)S(=O)(=O)C